3-[3-Methyl-2-oxo-4-[3-(piperazin-1-ylmethyl)-1-bicyclo[1.1.1]pentanyl]benzimidazol-1-yl]piperidine-2,6-dione CN1C(N(C2=C1C(=CC=C2)C21CC(C2)(C1)CN1CCNCC1)C1C(NC(CC1)=O)=O)=O